(3R,4R,5S)-4-acetylamino-5-((6-chloro-[1,1'-biphenyl]-3-yl)methyl)amino-3-(pentan-3-oxy)cyclohex-1-ene-1-carboxylic acid C(C)(=O)N[C@H]1[C@@H](C=C(C[C@@H]1NCC=1C=C(C(=CC1)Cl)C1=CC=CC=C1)C(=O)O)OC(CC)CC